C(C1=CC=CC=C1)NC1O[C@@H]([C@@H]([C@@H]([C@H]1O)N1N=NC(=C1)C1=CC(=CC=C1)F)O)CO (3R,4S,5R,6R)-2-(benzylamino)-4-(4-(3-fluorophenyl)-1H-1,2,3-triazol-1-yl)-6-(hydroxymethyl)tetrahydro-2H-pyran-3,5-diol